FC1=CC=C(C=C1)C(=C1CCNCC1)C1=CC=C(C=C1)F 4-(bis(4-fluorophenyl)-methylene)piperidine